NC(CC1=CC(=CC(=C1)F)F)C1=NC(=CC=C1C=1C=CC(=C2C(=NN(C12)C)N)Cl)C#CC(C)(C)S(=O)(=O)C1CC1 7-(2-(1-amino-2-(3,5-difluorophenyl)ethyl)-6-(3-(cyclopropylsulfonyl)-3-methylbut-1-yn-1-yl)pyridin-3-yl)-4-chloro-1-methyl-1H-indazol-3-amine